CNC(=O)C=1C=C(C=CC1)C1=C(OC(=C1)[N+](=O)[O-])C(=O)N (3-(methylcarbamoyl)phenyl)-5-nitrofuran-2-carboxamide